(S)-2-((((9H-fluoren-9-yl)methoxy)carbonyl)amino)-3-(3',5'-difluoro-[1,1'-biphenyl]-4-yl)propanoic acid C1=CC=CC=2C3=CC=CC=C3C(C12)COC(=O)N[C@H](C(=O)O)CC1=CC=C(C=C1)C1=CC(=CC(=C1)F)F